C1(CC1)N(CCC(C(=O)O)NC1=NC=NC2=CC=CC=C12)CCCCC1=NC=2NCCCC2C=C1 4-(cyclopropyl(4-(5,6,7,8-tetrahydro-1,8-naphthyridin-2-yl)butyl)amino)-2-(quinazolin-4-ylamino)butanoic acid